(1S,4s)-4-(8-(2,6-dichloro-4-cyanophenylamino)-2-((1R,3S)-3-hydroxycyclohexylamino)-9H-purin-9-yl)-1-methylcyclohexanecarboxamide ClC1=C(C(=CC(=C1)C#N)Cl)NC=1N(C2=NC(=NC=C2N1)N[C@H]1C[C@H](CCC1)O)C1CCC(CC1)(C(=O)N)C